C(C1=CC=CC=C1)SSC methyl benzyl disulphide